Methyl (S)-2-amino-3-(thiophen-2-yl)propanoate N[C@H](C(=O)OC)CC=1SC=CC1